ClC=1N(C(=CN1)C(=O)N[C@H](C(=O)NC=1C(N(C=CC1)CC(=O)NC12CC3(CC(CC(C1)(C3)C)(C2)C)C)=O)CCC(C(=O)NCC)=O)C (S)-2-(2-Chloro-1-methyl-1H-imidazol-5-carboxamido)-N6-ethyl-N1-(1-(2-(3,5,7-trimethyl-1-adamantylamino)-2-oxoethyl)-2-oxo-1,2-dihydropyridin-3-yl)-5-oxohexandiamid